C(C)N1C(C2=C(C=C1C(F)(F)F)N=C(N2C)C2=NC=C(C=C2SCC)O)=O 5-Ethyl-2-(3-ethylsulfanyl-5-hydroxy-2-pyridinyl)-3-methyl-6-(trifluoromethyl)imidazo[4,5-c]pyridin-4-one